N-(2-pentoxyethyl)ethylamine C(CCCC)OCCNCC